2-propylbenzyloxyamide C(CC)C1=C(CO[NH-])C=CC=C1